ClC1=NN(C=C1C#N)CC(=O)[C@H]1C[C@H]([C@H]2[C@@H]3CC[C@@H]4C[C@](CC[C@@H]4[C@H]3CC[C@]12C)(C)O)C 3-chloro-1-(2-((3R,5R,8R,9R,10S,13S,14S,15R,17S)-3-hydroxy-3,13,15-trimethylhexadecahydro-1H-cyclopenta[a]phenanthren-17-yl)-2-oxoethyl)-1H-pyrazole-4-carbonitrile